[C@H]12CC(C[C@H](CC1)N2)C=2OC(=NN2)[C@@]21CN(C[C@]1(C2)C(F)(F)F)C2=C1C=CC=NC1=C(C=C2)C(F)(F)F 2-((1R,3r,5S)-8-azabicyclo[3.2.1]octan-3-yl)-5-((1S,5R)-5-(trifluoromethyl)-3-(8-(trifluoromethyl)quinolin-5-yl)-3-azabicyclo[3.1.0]hexan-1-yl)-1,3,4-oxadiazole